(2-((R)-chroman-2-yl)propan-2-yl)-2-((S)-1-methylpyrrolidin-2-yl)acetamide O1[C@H](CCC2=CC=CC=C12)C(C)(C)C(C(=O)N)[C@H]1N(CCC1)C